methyl 2-[3-(difluoromethoxy)-2-(3,5-difluorophenyl)pyridin-4-yl]acetate FC(OC=1C(=NC=CC1CC(=O)OC)C1=CC(=CC(=C1)F)F)F